3-methoxy-5,5-dimethyl-3-(3-methylthiophen-2-yl)-6-oxocyclohex-1-ene-1-carbonitrile COC1(C=C(C(C(C1)(C)C)=O)C#N)C=1SC=CC1C